O=C1NC(CCC1N1C(C2=CC=C(C=C2C1=O)NCCN1CCN(CC1)CCC(=O)OC)=O)=O methyl 3-(4-(2-((2-(2,6-dioxopiperidin-3-yl)-1,3-dioxoisoindolin-5-yl)amino)ethyl)piperazin-1-yl)propanoate